4,5-dihydro-5-isoxazoleacetic acid methyl ester COC(CC1CC=NO1)=O